C1(=CC=CC=C1)C=1NC2=C(C=C(C=C2C1)CN1CCS(CC1)(=O)=O)NCC1CCOCC1 4-((2-phenyl-7-(((tetrahydro-2H-pyran-4-yl)methyl)amino)-1H-indol-5-yl)methyl)thiomorpholine 1,1-dioxide